8-methoxy-2,3-naphthalenedicarboxylate COC=1C=CC=C2C=C(C(=CC12)C(=O)[O-])C(=O)[O-]